2-Iodo-5-(trifluoromethoxy)benzonitrile IC1=C(C#N)C=C(C=C1)OC(F)(F)F